C(C)OC(=O)C1=C(C2=C(CC3(C=4C=NNC24)CCC3)O1)C(F)(F)F 8'-(trifluoromethyl)-1',5'-dihydrospiro[cyclobutane-1,4'-furo[2,3-g]indazole]-7'-carboxylic acid ethyl ester